1-hydroxyethylphenyl ketone OC(C)C(=O)C1=CC=CC=C1